C(C)(C)(C)OC(=O)N[C@H](C(=O)N=C(C(C)OC)SC)C methyl N-[(2S)-2-(tert-butoxycarbonylamino)propanoyl]-2-methoxy-propanimidothioate